OC1=C(C=O)C=CC(=C1)C=1C2=CC=CC=C2C(=C2C=CC=CC12)C1=CC=CC=C1 2-hydroxy-4-(10-phenyl-9-anthryl)benzaldehyde